Ethyl 1-methylcyclopropanecarboxylate CC1(CC1)C(=O)OCC